CC=1NC(=C(C(C1C(=O)OCC)C1=CC(=C2C=CC=CC=C12)C(=O)OC)C(=O)OCC)C 2,6-dimethyl-4-(3-methoxycarbonyl-1-azulenyl)-3,5-diethyl-oxycarbonyl-1,4-dihydropyridine